NC[C@H](CC(=O)OC1=C2C(=CNC2=CC=C1)C[C@@H]1N(CCC1)C([2H])([2H])[2H])CC(C)C 3-(((R)-1-(methyl-d3)pyrrolidin-2-yl)methyl)-1H-indol-4-yl (S)-3-(aminomethyl)-5-methyl-hexanoate